(M)-3-bromo-4-((6-fluoro-4-methylpyridin-2-yl)methoxy)-2'-(2-(2-hydroxypropan-2-yl)pyrimidin-4-yl)-5',6-dimethyl-2H-[1,4'-bipyridin]-2-one BrC=1C(N(C(=CC1OCC1=NC(=CC(=C1)C)F)C)C1=CC(=NC=C1C)C1=NC(=NC=C1)C(C)(C)O)=O